7-(6-(3,3-difluoropyrrolidin-1-yl)-4-fluoropyridin-2-yl)-5,6,7,8-tetrahydro-2,7-naphthyridine-3-carboxylic acid ethyl ester C(C)OC(=O)C=1N=CC=2CN(CCC2C1)C1=NC(=CC(=C1)F)N1CC(CC1)(F)F